CC1=NN2C(N=C(C(=C2C)C[C@H]2CN(CC2)C2=CC=C(C=C2)C2=NC=C(N=C2)CN2CCN(CC2)C)C)=N1 (R)-2,5,7-trimethyl-6-((1-(4-(5-((4-methylpiperazin-1-yl)methyl)pyrazin-2-yl)phenyl)pyrrolidin-3-yl)methyl)-[1,2,4]triazolo[1,5-a]pyrimidine